Ytterbium(III) Fluoride [F-].[Yb+3].[F-].[F-]